1-isopropyl-3-(6-(4-isopropyl-4H-1,2,4-triazol-3-yl)pyridin-2-yl)-4-oxo-1,4-dihydroquinoline-6-sulfonyl chloride C(C)(C)N1C=C(C(C2=CC(=CC=C12)S(=O)(=O)Cl)=O)C1=NC(=CC=C1)C1=NN=CN1C(C)C